methyl (S)-2-((tert-butoxycarbonyl) amino)-3-iodopropionate C(C)(C)(C)OC(=O)N[C@@H](C(=O)OC)CI